C1(=CC=CC=C1)NC1=C(C(=CC=C1)NC1=CC=CC=C1)C=1C=CC=C2C=CC(=CC12)O 8-(2,6-bis(phenylamino)phenyl)naphthalen-2-ol